C(#N)C1(CC1)C(=O)NC1=CC(=C(C=C1)F)N1N=C2N=CC(=CC2=C1)C1=NC=CC=C1 1-cyano-N-{4-fluoro-3-[5-(pyridin-2-yl)-2H-pyrazolo[3,4-b]pyridin-2-yl]phenyl}cyclopropane-1-carboxamide